C(CO)C(S)S 3-dimercaptopropanol